(3r,4r)-1-(5,6-difluoro-1-((5-methyl-2-pyridinyl)methyl)-1H-benzimidazol-2-yl)-4-fluoro-3-piperidinamine FC1=CC2=C(N(C(=N2)N2C[C@H]([C@@H](CC2)F)N)CC2=NC=C(C=C2)C)C=C1F